FC1=C(C=C(C=C1)N(C(=O)C1=CC=2N(C(=C1)C)N=CC2I)COC)OC N-(4-fluoro-3-methoxy-phenyl)-3-iodo-N-(methoxymethyl)-7-methyl-pyrazolo[1,5-a]pyridine-5-carboxamide